FC=1C=C2C=C(C=NC2=CC1F)C(=O)[O-] 6,7-difluoroquinoline-3-carboxylate